N1=CC=CC(CC1)=O azepin-5(7H)-one